C(C)(C)(C)N(C(O)=O)[C@H]1C[C@H](CCC1)C(NC=1C=NC(=CC1)NC(C1=NC(=CC=C1)Br)=O)=O.CC=1C(C(C(CC1)C)(C)C)/C=C/C(C)=O (E)-4-(2,5,6,6-tetramethylcyclohex-2-en-1-yl)but-3-en-2-one tert-butyl-((1R,3S)-3-((6-(6-bromopicolinamido)pyridin-3-yl)carbamoyl)cyclohexyl)-carbamate